C1(=CC=CC=C1)C1=NC=2C(=NC=CC2C=2C=NN(C2)C(=O)OC(C)(C)C)N1 tert-butyl 4-(2-phenyl-3H-imidazo[4,5-b]pyridin-7-yl)-1H-pyrazole-1-carboxylate